BrC=1C(=C(OCCC2CCN(CC2)CC(OCC)OCC)C=CC1)C 4-[2-(3-bromo-2-methyl-phenoxy)ethyl]-1-(2,2-diethoxyethyl)piperidine